FC1=CC=C(C(=O)N2CCC(CC2)(O)CN2C=NC3=C(C2=O)C=NN3C3=CC=C(C=C3)N3CC=2N(CC3)N=CN2)C=C1 5-{[1-(4-fluorobenzoyl)-4-hydroxypiperidin-4-yl]methyl}-1-(4-{5H,6H,7H,8H-[1,2,4]triazolo[1,5-a]pyrazin-7-yl}phenyl)-1H,4H,5H-pyrazolo[3,4-d]pyrimidin-4-one